N-[1-(3,4-dichlorophenyl)-4,5-dihydro-1H-pyrazol-3-yl]-5-oxo-5-(piperidin-1-yl)pentanamide ClC=1C=C(C=CC1Cl)N1N=C(CC1)NC(CCCC(N1CCCCC1)=O)=O